Cl.N1CC(CC1)CNC(=O)NC1=CC=C(C=C1)OC(F)(F)F N-[(pyrrolidin-3-yl)methyl]-N'-[4-(trifluoromethoxy)phenyl]urea hydrochloride